C12OCC(C1)(C2)C=2C=CC(=C(C2)S(=O)(=O)N)OC 5-(2-oxabicyclo[2.1.1]hexan-4-yl)-2-methoxybenzenesulfonamide